(S)-3-(3-Methyl-2-oxo-3,5,6,7-tetrahydroimidazo[4,5-f]isoindol-1(2H)-yl)piperidine-2,6-dione CN1C(N(C2=CC=3CNCC3C=C21)[C@@H]2C(NC(CC2)=O)=O)=O